benzothieno[3,2-b][1]benzothiophene C1=CC=CC2=C1SC1=C2SC2=C1C=CC=C2